N-(5-(6-(1-hydroxypropyl)-4-methylpyridin-3-yl)thiazolo[4',5':5,6]benzo[1,2-d]oxazol-2-yl)cyclopropanecarboxamide OC(CC)C1=CC(=C(C=N1)C1=CC2=C(C=3N=COC31)SC(=N2)NC(=O)C2CC2)C